C(CCCCCC)C1=NC2=CC=CC=C2C(C1)=O 2-heptyl-4-quinolone